COC(CNC(C=C)=O)C N-(2-methoxypropyl)-acrylamide